COC1=CC=C(C=C1)CN1C(C(CCC1=O)N1C(N(C2=C1C=CC(=C2)C2CCNCC2)CC(=O)OC(C)(C)C)=O)=O Tert-butyl 2-[3-[1-[(4-methoxyphenyl)methyl]-2,6-dioxo-3-piperidyl]-2-oxo-6-(4-piperidyl) benzimidazol-1-yl]acetate